FC(C1=NN=C(O1)C=1C=CC(=NC1)CN(C(=O)N1CCS(CC1)(=O)=O)C1=CC=CC=C1)F N-((5-(5-(difluoromethyl)-1,3,4-oxadiazol-2-yl)pyridin-2-yl)methyl)-N-phenylthiomorpholine-4-carboxamide 1,1-dioxide